N-(2-(1-(cyclopropylsulfonyl)-1H-pyrazol-4-yl)pyrimidin-4-yl)-5-isopropyl-8-(3-((methylsulfonyl)methyl)azetidin-1-yl)isoquinolin-3-amine C1(CC1)S(=O)(=O)N1N=CC(=C1)C1=NC=CC(=N1)NC=1N=CC2=C(C=CC(=C2C1)C(C)C)N1CC(C1)CS(=O)(=O)C